1,4-diamino-2-methoxyanthracene NC1=C(C=C(C2=CC3=CC=CC=C3C=C12)N)OC